tert-Butyl (3S)-3-[(1R)-2-[[2-(cyclobutylamino)-6-(4-methylpiperazin-1-yl)pyridine-4-carbonyl]-amino]-1-hydroxy-ethyl]-7-(methoxymethoxy)-3,4-dihydro-1H-isoquinoline-2-carboxylate C1(CCC1)NC1=NC(=CC(=C1)C(=O)NC[C@@H](O)[C@H]1N(CC2=CC(=CC=C2C1)OCOC)C(=O)OC(C)(C)C)N1CCN(CC1)C